5-(2-chloro-3-methoxy-phenyl)-3-(2-methylsulfonylethyl)-1-[2-oxo-2-[4-(2-oxo-4,5-dihydro-1H-1,3-benzodiazepin-3-yl)-1-piperidyl]ethyl]pyrimidine-2,4-dione ClC1=C(C=CC=C1OC)C=1C(N(C(N(C1)CC(N1CCC(CC1)N1C(NC2=C(CC1)C=CC=C2)=O)=O)=O)CCS(=O)(=O)C)=O